dibenzo-1,4-oxazepine C1=CC=CC2=C1C=NC1=C(O2)C=CC=C1